(3,3-difluoro-4-hydroxy-1-azaspiro[4.4]nonan-1-yl)(6-methylpyrazin-2-yl)methanone FC1(CN(C2(C1O)CCCC2)C(=O)C2=NC(=CN=C2)C)F